(2S,6R)-4-(4-bromo-5-fluoro-2-(4-fluoro-2-(trifluoromethyl)benzoylamino)phenyl)-2,6-dimethylpiperazine-1-carboxylic acid tert-butyl ester C(C)(C)(C)OC(=O)N1[C@H](CN(C[C@H]1C)C1=C(C=C(C(=C1)F)Br)NC(C1=C(C=C(C=C1)F)C(F)(F)F)=O)C